C(C(=C)C)(=O)OC(C1CO1)CCCCO hydroxybutyl-2,3-epoxypropyl methacrylate